ethyl 2-(3,5-difluoroanilino)-5-methyl-thiazole-4-carboxylate FC=1C=C(NC=2SC(=C(N2)C(=O)OCC)C)C=C(C1)F